2,3,4,5-tetrafluoro-N-(3-fluoro-4-methoxyphenyl)-6-(oxetan-3-yloxy)benzenesulfonamide FC1=C(C(=C(C(=C1F)F)F)OC1COC1)S(=O)(=O)NC1=CC(=C(C=C1)OC)F